2-fluoro-3-nitrobenzaldehyde FC1=C(C=O)C=CC=C1[N+](=O)[O-]